FC1=CC=C(C=C1)[C@H](C)NC(=O)C1=NC(=NC2=CC=C(C=C12)C1=CC2=C(N=C(S2)NC(C=C)=O)C=C1)C (S)-N-(1-(4-fluorophenyl)ethyl)-2-methyl-6-(2-acrylamidobenzo[d]thiazol-6-yl)quinazolin-4-carboxamide